(4S,12aS)-N-[(2,4-Difluorophenyl)methyl]-7-hydroxy-1,4-bis(2-methylpropyl)-6,8-dioxo-1,2,3,4,6,8,12,12a-octahydropyrido[1',2':4,5]pyrazino[1,2-a]pyrimidine-9-carboxamide FC1=C(C=CC(=C1)F)CNC(=O)C=1C(C(=C2N(C[C@@H]3N([C@H](CCN3CC(C)C)CC(C)C)C2=O)C1)O)=O